4-((2,4-diaminopyrimidin-5-yl)oxy)-5-isopropylpyridine-2-thiol NC1=NC=C(C(=N1)N)OC1=CC(=NC=C1C(C)C)S